2-methyl-5-(2-phenylacetyl)benzofuran-3-carboxylic acid CC=1OC2=C(C1C(=O)O)C=C(C=C2)C(CC2=CC=CC=C2)=O